C(CCCC)C1CC(C1)=O 3-pentylcyclobutanone